(S)-2-amino-3-(8-(1,4-dimethyl-2-oxo-5-(trifluoromethyl)-1,2-dihydropyridin-3-yl)quinolin-5-yl)propionic acid N[C@H](C(=O)O)CC1=C2C=CC=NC2=C(C=C1)C=1C(N(C=C(C1C)C(F)(F)F)C)=O